methyl N-[5-[6-[(4-fluoro-3-methoxy-benzoyl)-methyl-amino]imidazo[1,2-a]pyridin-3-yl]-2-pyridyl]carbamate FC1=C(C=C(C(=O)N(C=2C=CC=3N(C2)C(=CN3)C=3C=CC(=NC3)NC(OC)=O)C)C=C1)OC